(S)-4-(1,1-difluoropropan-2-yl)-N-(6-methyl-5-(7-(methylamino)-1,6-naphthyridin-3-yl)pyridin-3-yl)picolinamide FC([C@@H](C)C1=CC(=NC=C1)C(=O)NC=1C=NC(=C(C1)C=1C=NC2=CC(=NC=C2C1)NC)C)F